FC(CCCCC[C@@H](C[C@@H]([C@H](C)NC)O)O)(CCCCCCC)F (2S,3S,5S)-11,11-difluoro-2-(methylamino)octadecane-3,5-diol